NC1=C(C=C(C=N1)C1=NN2C(=C1)[C@@]1(CN(CC1)C(=O)NCC13CC(C1)C3)OCC2)C(F)(F)F |r| (rac)-2-[6-amino-5-(trifluoromethyl)pyridin-3-yl]-N-[(bicyclo[1.1.1]pentan-1-yl)methyl]-6,7-dihydrospiro[pyrazolo[5,1-c][1,4]oxazine-4,3'-pyrrolidine]-1'-carboxamide